C1(CCCCC1)CCCOC=1C=C(C=CC1)NC1=C(C=C(C=C1)OCC1=NC=CN=C1)C N-[3-(3-cyclohexylpropoxy)phenyl]-2-methyl-4-[(pyrazin-2-yl)methoxy]aniline